(1R,2S)-5'-methoxy-2-(3-{[3-methoxy-2-(morpholin-4-yl)pyridin-4-yl]amino}-1H-indazol-6-yl)spiro[cyclopropane-1,3'-indol] COC=1C=C2[C@]3(C=NC2=CC1)[C@@H](C3)C3=CC=C1C(=NNC1=C3)NC3=C(C(=NC=C3)N3CCOCC3)OC